N-(4-cyano-2-(trifluoromethyl)benzyl)-1-(4-iodobenzyl)piperidine-4-carboxamide C(#N)C1=CC(=C(CNC(=O)C2CCN(CC2)CC2=CC=C(C=C2)I)C=C1)C(F)(F)F